C(C)N1C(C2=C3C(C(=CC=C13)S(=O)(=O)NCCC)=CC=C2)=O Ethyl-2-oxo-N-propyl-1,2-dihydrobenzo[cd]indole-6-sulfonamide